4'-(2,2-bis(4-methoxyphenyl)-1-phenylvinyl)-[1,1'-biphenyl]-4-carboxylic acid COC1=CC=C(C=C1)C(=C(C1=CC=CC=C1)C1=CC=C(C=C1)C1=CC=C(C=C1)C(=O)O)C1=CC=C(C=C1)OC